COC1=C(C=C2CCN(CC2=C1)C)N 7-methoxy-2-methyl-1,2,3,4-tetrahydroisoquinolin-6-amine